2-(2,6-dioxo-3-piperidyl)-4-[2-(methylamino)ethoxy]isoindoline-1,3-dione O=C1NC(CCC1N1C(C2=CC=CC(=C2C1=O)OCCNC)=O)=O